C(C1=CC=CC=C1)OC1=CC(=C(C(=O)OC)C(=C1)C)C Methyl 4-(benzyloxy)-2,6-dimethylbenzoate